C1(CCCCC1)C(=O)OC(CCCCCCCCCCCCCCC)Cl 1-chlorohexadecyl cyclohexanecarboxylate